2,6-dimethyl-4-(2-oxo-3H-1,3-benzoxazol-6-yl)piperazine-1-carboxylic acid tert-butyl ester C(C)(C)(C)OC(=O)N1C(CN(CC1C)C1=CC2=C(NC(O2)=O)C=C1)C